6-((4-fluorobenzyl)oxy)-4-oxo-1,4-dihydroquinoline-3-carboxylic acid FC1=CC=C(COC=2C=C3C(C(=CNC3=CC2)C(=O)O)=O)C=C1